(1R,4R)-4-((5-(2,4-DIOXOTETRAHYDROPYRIMIDIN-1(2H)-YL)PYRIDIN-2-YL)OXY)CYCLOHEXANE O=C1N(CCC(N1)=O)C=1C=CC(=NC1)OC1CCCCC1